NC1=C(N=CC(=N1)N1CCC2(CC1)C(CC1=C(C=CC=C12)OC)N)SC1=C(C(=NC=C1)N)Cl 1'-(6-amino-5-((2-amino-3-chloro-pyridin-4-yl)thio)pyrazin-2-yl)-4-methoxy-2,3-dihydrospiro[indene-1,4'-piperidin]-2-amine